C(C)N(C(C(=O)OCC1(CN(C1)S(=O)(=O)C1=C(C=C(C=C1)Cl)Cl)COC1=CC(=C(C=C1)F)F)=O)C1CCC(CC1)C1=CC=C(C=C1)NC(=O)N1CC2=CC=CC(=C2C1)F (1-((2,4-Dichlorophenyl)sulfonyl)-3-((3,4-difluorophenoxy)methyl)azetidin-3-yl)methanol ethyl-2-(((1s,4s)-4-(4-(4-fluoroisoindoline-2-carboxamido)phenyl)cyclohexyl)amino)-2-oxoacetate